dinitrosopentane N(=O)C(CC)(CC)N=O